1H-pyrrolo[2,3-c]Pyridine-2-carboxamide N1C(=CC=2C1=CN=CC2)C(=O)N